1-{[(3S)-6-butoxy-3-methyl-3,4-dihydronaphthalen-2-yl]Methyl}azetidine-3-carbonitrile C(CCC)OC=1C=C2C[C@@H](C(=CC2=CC1)CN1CC(C1)C#N)C